2-[5-(methoxymethyl)-7-[1-methyl-3-piperidyl]-1,8-naphthyridin-2-yl]-3,5-dimethyl-phenol COCC1=C2C=CC(=NC2=NC(=C1)C1CN(CCC1)C)C1=C(C=C(C=C1C)C)O